CN(C)CCCl N,N-dimethyl-2-chloroethylamine